C(N)(OC1CC(C1)C1=C(NC2=C(C=C(C=C12)F)F)C1=CC=C(C=C1)F)=O ((1r,3r)-3-(5,7-difluoro-2-(4-fluorophenyl)-1H-indol-3-yl) cyclobutyl) carbamate